O=C1NC(CCC1N1C(N(C2=C1C=CC(=C2)C#CCC#CCOC2CCN(CC2)C(=O)OC(C)(C)C)C)=O)=O Tert-butyl 4-[6-[1-(2,6-dioxo-3-piperidyl)-3-methyl-2-oxo-benzimidazol-5-yl]hexa-2,5-diynoxy]piperidine-1-carboxylate